4-cyclohexyl-5-(furan-3-yl)-N2-(p-tolyl)pyrimidine-2,4-diamine C1(CCCCC1)C1(NC(=NC=C1C1=COC=C1)NC1=CC=C(C=C1)C)N